5-Fluoro-6-(2-methoxyethoxy)-3-[2-(trimethylsilyl)ethynyl]-1H-indazole-1-carboxylic acid tert-butyl ester C(C)(C)(C)OC(=O)N1N=C(C2=CC(=C(C=C12)OCCOC)F)C#C[Si](C)(C)C